methyldimethoxysilylpropyl(diethylamino)(trimethoxysilylpropylamino)methyl ethyl sulfide C(C)SC(NCCC[Si](OC)(OC)OC)(N(CC)CC)CCC[Si](OC)(OC)C